ClC=1SC=C(N1)S(=O)(=O)N 2-chlorothiazole-4-sulfonamide